FC1(C[C@@H](CCC1)NC1=CC=C(C=C1)F)F |r| N-((racemic)-3,3-difluorocyclohexyl)-4-fluoro-aniline